N-(5-{[2-(2-fluorophenyl)-4-[(methylamino)methyl]-1H-pyrrol-1-yl]sulfonyl}pyridin-3-yl)-N-methylmethanesulfonamide hydrochloride Cl.FC1=C(C=CC=C1)C=1N(C=C(C1)CNC)S(=O)(=O)C=1C=C(C=NC1)N(S(=O)(=O)C)C